Cl.ClC1=CC=C(C=C1)C1=CC=C(N1C1=C(C=C(C=C1)F)C(F)(F)F)C1=CC=C(C(=O)NCCN(C)C)C=C1 4-[5-(4-chlorophenyl)-1-[4-fluoro-2-(trifluoromethyl)phenyl]pyrrol-2-yl]-N-[2-(dimethylamino)ethyl]-benzamide hydrochloride